FC(C(C(C(C(C(F)(F)F)(F)F)(F)F)(F)F)(F)F)(S(=O)(=O)[O-])F Perfluorohexylsulfonate